4-(2-fluoro-3-hydroxyphenyl)-7-(4-methylthiazol-5-yl)-2-(2,6-diazaspiro[3.4]octan-6-yl)-5,6,7,8-tetrahydro-1,7-naphthyridine-3-carbonitrile FC1=C(C=CC=C1O)C1=C(C(=NC=2CN(CCC12)C1=C(N=CS1)C)N1CC2(CNC2)CC1)C#N